FC1=CC(=C(C(=C1)C(C)C)NC(=O)NS(=O)(=O)C=1SC=C(N1)C(C)(C)O)C(C)C N-(4-fluoro-2,6-diisopropylphenylcarbamoyl)-4-(2-hydroxypropan-2-yl)thiazole-2-sulfonamide